N1C=CC=2C1=NC=CC2C2=CC=C(CNC(OC(C)(C)C)=O)C=C2 tert-butyl (4-(1H-pyrrolo[2,3-b]pyridin-4-yl)benzyl)carbamate